C(C=C)OC(C1=C(C(=CC=C1)OCC=C)[N+](=O)[O-])=O 3-(allyloxy)-2-nitrobenzoic allyl ester